5-chloro-4-(((1S,2S,4S)-4-(3,5-dichlorophenyl)-2-(dimethylamino)cyclohexyl)oxy)-2-fluoro-N-(pyrimidin-4-yl)benzenesulfonamide Formate C(=O)O.ClC=1C(=CC(=C(C1)S(=O)(=O)NC1=NC=NC=C1)F)O[C@@H]1[C@H](C[C@H](CC1)C1=CC(=CC(=C1)Cl)Cl)N(C)C